(2S)-2-[[4-methyl-6-[(4-methylphenyl)sulfonyloxymethyl]-6,7-dihydro-5H-cyclopenta[c]pyridin-3-yl]oxymethyl]azetidine-1-carboxylic acid tert-butyl ester C(C)(C)(C)OC(=O)N1[C@@H](CC1)COC1=C(C2=C(C=N1)CC(C2)COS(=O)(=O)C2=CC=C(C=C2)C)C